C(C1=CC=CC=C1)OC=1C(=NC=NC1OCC1=CC=CC=C1)CN1C(N(C(C1)C1=CC=C(C=C1)C#CC1=CC=C(C=C1)CN1CCOCC1)CC(F)F)=O 1-((5,6-bis(benzyloxy)pyrimidin-4-yl)methyl)-3-(2,2-difluoroethyl)-4-(4-((4-(morpholinomethyl)phenyl)ethynyl)phenyl)imidazolidin-2-one